difluorohexabenzocoronene FC1=C(C=2C(=C3C4=C(C5=C6C(=C7C8=C(C9=C%10C(=C%11C%12=C(C2C2=C3C5=C7C9=C%112)C=CC=C%12)C=CC=C%10)C=CC=C8)C=CC=C6)C=CC=C4)C=C1)F